N(C(C(=O)[O-])CC(=O)[O-])C(C(=O)[O-])CC(=O)[O-].[Co+2].[Co+2] Cobalt iminodisuccinate